Cl.C12COCC(CNC1)O2 3,9-dioxa-7-azabicyclo[3.3.1]nonane hydrochloride